BrC1=CC(=NC=C1)S(=O)(=O)N(CC1=C(C=C(C=C1)OC)OC)CC1=C(C=C(C=C1)OC)OC 4-bromo-N,N-bis(2,4-dimethoxybenzyl)pyridinesulfonamide